BrCCOC=1C=C2CNC(N(C2=C(C1)C(F)(F)F)C1CC(C1)(C)O)=O 6-(2-bromoethoxy)-1-(3-hydroxy-3-methyl-cyclobutyl)-8-(trifluoromethyl)-3,4-dihydroquinazolin-2-one